(1-chloro-2-methyl-propyl) propyl carbonate C(OC(C(C)C)Cl)(OCCC)=O